C1=C(C=CC2=CC=CC=C12)C1=CCC(CN(C1)S(=O)(=O)C1=CC=C(C)C=C1)O 6-(naphthalen-2-yl)-1-p-toluenesulfonyl-2,3,4,7-tetrahydro-1H-azepin-3-ol